tert-Butyl rac-(3S)-3-methyl-6-[2-[rac-(3R)-1-methyl-3-piperidyl]indazol-5-yl]-3,4-dihydro-2H-pyridine-1-carboxylate C[C@@H]1CN(C(=CC1)C1=CC2=CN(N=C2C=C1)[C@H]1CN(CCC1)C)C(=O)OC(C)(C)C |r|